N,N'-diphenyl-N,N'-bis(4-ethylphenyl)Chrysen-6,12-diamine C1(=CC=CC=C1)N(C=1C=C2C=3C=CC=CC3C(=CC2=C2C=CC=CC12)N(C1=CC=C(C=C1)CC)C1=CC=CC=C1)C1=CC=C(C=C1)CC